C(C)OC([C@@H](ON1[C@@H]2C=C([C@H](N(C1=O)C2)C(=O)NOC[C@H]2N(CC(C2)(F)F)C(=O)OC(C)(C)C)C)F)=O tert-butyl (2S)-2-((((2S,5r)-6-((S)-2-ethoxy-1-fluoro-2-oxoethoxy)-3-methyl-7-oxo-1,6-diazabicyclo[3.2.1]oct-3-ene-2-carboxamidyl) oxy) methyl)-4,4-difluoropyrrolidine-1-carboxylate